BrC=1C=C2C(=NC1)NC(=N2)C2=C(C=C(C=N2)C2(CC2)C#N)[S@@](=O)(=N)CC R-1-[6-(6-bromo-3H-imidazo[4,5-b]pyridin-2-yl)-5-(ethylsulfonimidoyl)-3-pyridyl]cyclopropanecarbonitrile